CC1(NC(C=2N1C(C(=CC2)NC2=NC=NC=C2)=O)=O)C=2N=CSC2 3-methyl-6-(pyrimidin-4-ylamino)-3-(thiazol-4-yl)-2,3-dihydroimidazo[1,5-a]-pyridine-1,5-dione